((2S,6R)-6-(6-(((R)-1-cyanopropan-2-yl)oxy)-2-isobutyramido-9H-purin-9-yl)-4-tritylmorpholin-2-yl)methyl (R)-dimethylphosphoramidochloridate CN([P@](OC[C@@H]1CN(C[C@@H](O1)N1C2=NC(=NC(=C2N=C1)O[C@@H](CC#N)C)NC(C(C)C)=O)C(C1=CC=CC=C1)(C1=CC=CC=C1)C1=CC=CC=C1)(=O)Cl)C